CC1(OC=2C=C(C=CC2C2N3N(CC=C21)C(NC3=O)=O)N3CCOCC3)C 7,7-dimethyl-10-morpholino-5,12b-dihydro-1H,7H-chromeno[4,3-c][1,2,4]triazolo[1,2-a]pyridazine-1,3(2H)-dione